methyl 2-(2'-bromomethylphenyl)-2-oxoacetate BrCC1=C(C=CC=C1)C(C(=O)OC)=O